7-[2-fluoro-4-(2-tetrahydrofuran-3-yloxyethoxy)phenoxy]-1-methyl-indazole-5-carboxamide FC1=C(OC=2C=C(C=C3C=NN(C23)C)C(=O)N)C=CC(=C1)OCCOC1COCC1